COC(=O)C=1C(=C(C=CC1)C1=C(C=CC(=C1)Cl)OCCN1C(=NC2=C(C1=O)C(=CN=C2)C#N)C)I 5'-chloro-2'-(2-(5-cyano-2-methyl-4-oxopyrido[3,4-d]pyrimidin-3(4H)-yl)ethoxy)-2-iodo-[1,1'-biphenyl]-3-carboxylic acid methyl ester